C(C)(C)(C)OC(=O)N[C@@H](C(=O)OC)CC1CCCCC1 methyl (R)-2-((tert-butoxycarbonyl)amino)-3-cyclohexylpropanoate